CN(C1=CN=C(N=N1)C1=NC=C(C=C1O)C=1C=NNC1)C1CC(NC(C1)(C)C)(C)C 2-{6-[methyl-(2,2,6,6-tetramethylpiperidin-4-yl)amino]-1,2,4-triazin-3-yl}-5-(1H-pyrazol-4-yl)pyridin-3-ol